C1=CC=CC=2C3=CC=CC=C3C(C12)COC(=O)N[C@@H](CCCCNC(CCSCCCCC[C@@H]1SC[C@@H]2NC(N[C@@H]21)=O)=O)C(=O)O\C=C\C (E)-Prop-1-en-1-yl N2-(((9H-fluoren-9-yl)methoxy)carbonyl)-N6-(3-((5-((3aS,4S,6aR)-2-oxohexahydro-1H-thieno[3,4-d]imidazol-4-yl)pentyl)thio)propanoyl)-L-lysinate